(S)-4-amino-N,7-dimethyl-N-(6-(trifluoro-methyl)-2,3-dihydro-benzofuran-3-yl)imidazo[1,5-a]quinoxaline-8-carboxamide NC=1C=2N(C3=CC(=C(C=C3N1)C)C(=O)N([C@@H]1COC3=C1C=CC(=C3)C(F)(F)F)C)C=NC2